2-(4-cyclopropyl-6-methoxypyrimidin-5-yl)-4-(3-(difluoromethoxy)-4-(1-ethyl-4-(trifluoromethyl)-1H-imidazol-2-yl)benzyl)-6,7-dihydro-[1,2,4]triazolo[1,5-a]pyrimidin-5(4H)-one C1(CC1)C1=NC=NC(=C1C1=NN2C(N(C(CC2)=O)CC2=CC(=C(C=C2)C=2N(C=C(N2)C(F)(F)F)CC)OC(F)F)=N1)OC